[Ag].[Ru] ruthenium Silver